tert-butyl 3-(5-(2-(trifluoromethyl)pyridin-3-yl)-1,3,4-thiadiazol-2-yl)piperidine-1-carboxylate FC(C1=NC=CC=C1C1=NN=C(S1)C1CN(CCC1)C(=O)OC(C)(C)C)(F)F